C(C)(C)(C)C=1C=C(NC1)C(=O)O 4-tert-butylpyrrolecarboxylic acid